2,4,6-tris(2-pyridyl)-S-triazine N1=C(C=CC=C1)C1=NC(=NC(=N1)C1=NC=CC=C1)C1=NC=CC=C1